C(C=C)(=O)NC(COCCCNC(C=C)=O)(COCCCNC(C=C)=O)COCCCNC(C=C)=O N,N'-{[(2-acrylamido-2-[(3-acrylamidopropoxy)methyl]propane-1,3-diyl)bis(oxy)]bis(propane-1,3-diyl)}diacrylamide